C(C)(C)N1N=C(C=C1[C@H]1C[C@H](CC1)N1CCN(CC1)CCOC)C=1C=NC(=CC1)C(F)(F)F 1-((1S,3R)-3-(1-isopropyl-3-(6-(trifluoromethyl)pyridin-3-yl)-1H-pyrazol-5-yl)cyclopentyl)-4-(2-methoxyethyl)piperazine